N-(5-(benzo[d][1,3]dioxol-5-yl)-1-(3-hydroxy-3-methylbutyl)-1H-pyrazolo[3,4-b]pyridin-3-yl)pivalamide O1COC2=C1C=CC(=C2)C=2C=C1C(=NC2)N(N=C1NC(C(C)(C)C)=O)CCC(C)(C)O